CC1=CC(=C(C(N1)=O)CC1=C(C(=O)N)C=C(C=C1)CN(C(CC)=O)C)SC ((6-methyl-4-(methylthio)-2-oxo-1,2-dihydropyridin-3-yl)methyl)-5-((N-methylpropionamido)methyl)benzamide